C(C)(C)(C)C(C=O)(O[SiH3])O[SiH3] 2-tert-butyldisilyloxyacetaldehyde